CC1(CCS(CC1)(=O)=O)NC(=O)C=1N=C2N(C=C(C=C2)OC2=NC=CC=C2OCC(F)(F)F)C1C(F)(F)F N-(4-methyl-1,1-dioxo-thian-4-yl)-6-[[3-(2,2,2-trifluoroethoxy)-2-pyridyl]oxy]-3-(trifluoromethyl)imidazo[1,2-a]pyridine-2-carboxamide